C(CCCCCCCC)C1=C(C=CC=C1)P([O-])=O.[Nd+3].C(CCCCCCCC)C1=C(C=CC=C1)P([O-])=O.C(CCCCCCCC)C1=C(C=CC=C1)P([O-])=O neodymium (n-nonylphenyl)phosphinate